N-(4-methoxyphenyl)glycylaniline COC1=CC=C(C=C1)NCC(=O)NC1=CC=CC=C1